methyl 1-(5-((3-fluorophenyl)ethynyl)-2,3-dihydro-1H-inden-1-yl)-azetidine-3-carboxylate FC=1C=C(C=CC1)C#CC=1C=C2CCC(C2=CC1)N1CC(C1)C(=O)OC